2-(4-formylimidazol-1-yl)acetic acid tert-butyl ester C(C)(C)(C)OC(CN1C=NC(=C1)C=O)=O